tert-butyl 5-[1-[[6-[[tert-butoxycarbonyl(cyclobutylmethyl)amino]methyl]imidazo[1,2-a]pyridin-2-yl]methyl]imidazol-4-yl]pyrrolo[2,3-b]pyridine-1-carboxylate C(C)(C)(C)OC(=O)N(CC1CCC1)CC=1C=CC=2N(C1)C=C(N2)CN2C=NC(=C2)C=2C=C1C(=NC2)N(C=C1)C(=O)OC(C)(C)C